NC=1C(=NC=C(N1)N1CCC(CC1)(C)CN)SC=1C(=C(C(=O)NS(=O)(=O)C2=CC=CC=C2)C=CC1)Cl ((3-amino-5-(4-(aminomethyl)-4-methylpiperidin-1-yl)pyrazin-2-yl)thio)-2-chloro-N-(phenylsulfonyl)benzamide